Decyl 3-ethylidenecyclobutane-1-carboxylate C(C)=C1CC(C1)C(=O)OCCCCCCCCCC